N-[(3-chlorophenyl)methyl]-1-[5-(5-fluoro-2-methoxypyridin-4-yl)-1H-1,2,4-triazole-3-carbonyl]piperidine-4-carboxamide ClC=1C=C(C=CC1)CNC(=O)C1CCN(CC1)C(=O)C1=NNC(=N1)C1=CC(=NC=C1F)OC